2-(6-amino-5-(4-(aminomethyl)phenethyloxy)pyridazin-3-yl)phenol NC1=C(C=C(N=N1)C1=C(C=CC=C1)O)OCCC1=CC=C(C=C1)CN